OC=1C=C2CC[C@@]3([C@@H](C2=CC1)C1=CC=C(C=C1)N1CCC(CC1)C=O)CCC1=CC=CC=C13 1-(4-((1R,1'S)-6'-hydroxy-2,3,3',4'-tetrahydro-1'H-spiro[indene-1,2'-naphthalen]-1'-yl)phenyl)piperidine-4-carbaldehyde